C(C1=CC=CC=C1)OC1=NC=C(C(=N1)OCC1=CC=CC=C1)B(O)O 2,4-bis(benzyloxy)pyrimidine-5-boronic acid